C1(CC1)CC(=O)N[C@H](C(=O)NCC=1C=C2CN(C(C2=CC1)=O)C1C(NC(CC1)=O)=O)C1=CC=CC=C1 (2S)-2-(2-Cyclopropylacetylamino)-N-((2-(2,6-Dioxopiperidin-3-yl)-1-oxoisoindolin-5-yl)methyl)-2-phenylacetamide